(4-((4-(tert-butylamino)-6-(6-(trifluoromethyl)pyridin-2-yl)-1,3,5-triazin-2-yl)amino)pyridin-2-yl)cyclopropanecarbonitrile C(C)(C)(C)NC1=NC(=NC(=N1)C1=NC(=CC=C1)C(F)(F)F)NC1=CC(=NC=C1)C1(CC1)C#N